(R)-N-benzyl-N-((S)-1,1-dioxidotetrahydrothiophen-3-yl)-1-tosylpyrrolidine-2-carboxamide C(C1=CC=CC=C1)N(C(=O)[C@@H]1N(CCC1)S(=O)(=O)C1=CC=C(C)C=C1)[C@@H]1CS(CC1)(=O)=O